2-chloro-5-((4-chlorophenyl)sulfonyl)benzenesulfonic acid ClC1=C(C=C(C=C1)S(=O)(=O)C1=CC=C(C=C1)Cl)S(=O)(=O)O